O1C(OCC1)C1CNCC1 3-(1,3-dioxolane-2-yl)pyrrolidine